BrC1=NC2=CC=CC=C2N=C1Br 2,3-dibromoquinoxaline